methyl 2-(3-(N,N-bis(4-methoxybenzyl)sulfamoyl)-1H-pyrazolo[3,4-c]pyridin-1-yl)-2-methylpropanoate COC1=CC=C(CN(S(=O)(=O)C2=NN(C3=CN=CC=C32)C(C(=O)OC)(C)C)CC3=CC=C(C=C3)OC)C=C1